3-carboxybenzenesulfonate sodium [Na+].C(=O)(O)C=1C=C(C=CC1)S(=O)(=O)[O-]